(R)-3-chloro-1-phenylpropan-1-ol ClCC[C@@H](O)C1=CC=CC=C1